C(=CCCCCCC)S octenyl thiol